C1(CC1)N(C(CCCC[C@@H]1SC[C@@H]2NC(N[C@@H]21)=O)=O)C2=CC=C(C=C2)[C@H]2N[C@H](CC1=C2NC2=CC=CC=C12)C(=O)OC methyl (1R,3R)-1-(4-(N-cyclopropyl-5-((3aS,4S,6aR)-2-oxohexahydro-1H-thieno[3,4-d]imidazol-4-yl)pentanamido)phenyl)-2,3,4,9-tetrahydro-1H-pyrido[3,4-b]indole-3-carboxylate